diethyl 2,5-dibromoterephthalate BrC1=C(C(=O)OCC)C=C(C(=C1)C(=O)OCC)Br